tert-butyl 2,5-diazaspiro[3.4]octane-2-carboxylate C1N(CC12NCCC2)C(=O)OC(C)(C)C